(2R,3S,4R,5R)-2-(2-(2-amino-3-bromoquinolin-7-yl)ethyl)-5-(7-methyl-4H-imidazo[4,5-b]pyridin-4-yl)tetrahydrofuran-3,4-diol NC1=NC2=CC(=CC=C2C=C1Br)CC[C@H]1O[C@H]([C@@H]([C@@H]1O)O)N1C=2C(=C(C=C1)C)N=CN2